tert-butyl (3r,4r)-4-((4-(3-(2,6-dioxopiperidin-3-yl)-1-methyl-1H-indazol-6-yl) piperazin-1-yl) methyl)-3-fluoropiperidine-1-carboxylate O=C1NC(CCC1C1=NN(C2=CC(=CC=C12)N1CCN(CC1)C[C@@H]1[C@H](CN(CC1)C(=O)OC(C)(C)C)F)C)=O